BrC1=C2C=CC=N(C2=CC=C1)=O 5-bromo-1lambda5-quinolin-1-one